ClC1=C(C(=CC(=C1)C)OC)B(O)O 2-chloro-6-methoxy-4-methylphenylboronic acid